1-Benzyl-N-(2-cyclopropyl-4-methyl-5-oxo-4,5,6,7,8,9-hexahydropyrazolo[1,5-a][1,3]diazocin-6-yl)-1H-1,2,4-triazol-3-carboxamid C(C1=CC=CC=C1)N1N=C(N=C1)C(=O)NC1C(N(C=2N(CCC1)N=C(C2)C2CC2)C)=O